C(C)(=O)N(C([C@H](C)OC1=CC=C(C=C1)Cl)=O)OCCNC(C)=O (2S)-N-acetyl-2-(4-chlorophenoxy)-N-(2-acetamidoethoxy)propanamide